C(#N)C=1N=CC(=NC1)NC1=CC(=C(N=N1)OC(C)C)NCC1CCN(CC1)C(=O)OC(C)(C)C tert-butyl 4-((6-(5-cyanopyrazin-2-ylamino)-3-isopropoxypyridazin-4-ylamino)methyl)piperidine-1-carboxylate